4-nitrobenzene chloride [Cl-].[N+](=O)([O-])C1=CC=CC=C1